C1(=CC=CC2=CC=CC=C12)C[SH+]CC1=CC=C(C=C1)O (1-naphthylmethyl)(4-hydroxyphenyl)methylsulfonium